(4-(2-(2,6-dimethylpyridin-4-yl)-3-isopropyl-1H-indol-5-yl)piperidin-1-yl)(isoxazol-3-yl)methanone CC1=NC(=CC(=C1)C=1NC2=CC=C(C=C2C1C(C)C)C1CCN(CC1)C(=O)C1=NOC=C1)C